C1(=CC=CC=C1)NOC=1C(C(=O)O)=CC=CC1.C1(=CC=CC=C1)OC(C1=C(C=C(C=C1)N)O)=O 4-amino-2-hydroxy-benzoic acid phenyl ester (phenylamino salicylate)